1-((S)-2,2-difluorocyclobutyl)-4-(((1R,5S,6S)-3-methyl-3-azabicyclo[3.1.0]hex-6-yl)amino)-6-oxo-N-((R)-1-(3-(trifluoromethyl)phenyl)ethyl)-1,6-dihydropyridine-3-carboxamide FC1([C@H](CC1)N1C=C(C(=CC1=O)NC1[C@@H]2CN(C[C@H]12)C)C(=O)N[C@H](C)C1=CC(=CC=C1)C(F)(F)F)F